O1COC2=C1C=CC=C2C(=O)O benzo1,3-dioxolane-4-carboxylic acid